CN1N=C(C(=C1)C=1N=CC2=C(N1)C=NC=C2)C 2-(1,3-dimethyl-1H-pyrazol-4-yl)pyrido[3,4-d]Pyrimidine